bocisopropyl-hydrazine C(=O)(OC(C)(C)C)N(N)C(C)C